5-(2-Amino-3-((triisopropylsilyl)ethynyl)pyridin-4-yl)-2-fluorobenzonitrile NC1=NC=CC(=C1C#C[Si](C(C)C)(C(C)C)C(C)C)C=1C=CC(=C(C#N)C1)F